C(C#C)NC(CC)=O N-(prop-2-yn-1-yl)propanamide